O[C@H]1[C@@H](CNC1)NC(=O)N1CCN(CC1)C(C1=C(C=C(C=C1)NC=1C=2N(C=CN1)C(=CN2)C=2C(=NNC2)C(F)(F)F)C)=O N-[(3R,4R)-4-hydroxypyrrolidin-3-yl]-4-[2-methyl-4-[[3-[3-(trifluoromethyl)-1H-pyrazol-4-yl]imidazo[1,2-a]pyrazin-8-yl]amino]benzoyl]piperazine-1-carboxamide